COC(CCN1CCC(CC1)[C@](CC)(O)C=1C=C2C(N([C@@](C2=C(C1)F)(OC)C1=CC=C(C=C1)Cl)CC1=CC=C(C=C1)Cl)=O)=O Methyl-3-{4-[(1S)-1-[(1R)-1-(4-chlorophenyl)-2-[(4-chlorophenyl)methyl]-7-fluoro-1-methoxy-3-oxo-2,3-dihydro-1H-isoindol-5-yl]-1-hydroxypropyl]piperidin-1-yl}propanoat